C1(CCCCC1)COC1=C(C(=NC(=N1)N)N)N=O (Cyclohexylmethoxy)-5-nitrosopyrimidine-2,4-diamine